2-(1-phenyl-1H-pyrazol-4-yl)-N-{2,6,6-trimethylbicyclo[3.1.1]heptan-3-yl}-1,3-thiazole-4-carboxamide C1(=CC=CC=C1)N1N=CC(=C1)C=1SC=C(N1)C(=O)NC1C(C2C(C(C1)C2)(C)C)C